OC1CCC2=CC(=CC=C12)C1=C(NC2=NC=C3C(=C21)N(C(N3C)=O)C(C)C)C=3C=NN(C3)CC(C)(C)O 8-(1-Hydroxy-2,3-dihydro-1H-inden-5-yl)-7-(1-(2-hydroxy-2-methylpropyl)-1H-pyrazol-4-yl)-1-isopropyl-3-methyl-3,6-dihydroimidazo[4,5-d]pyrrolo[2,3-b]pyridin-2(1H)-on